FC=1C=C(C=CC1F)[C@@H](N1N2C(C(N3[C@H]1COCC3)=O)=CC(C=C2)=O)C2=CC=CC=C2 (12aR)-12-[(S)-(3,4-Difluorophenyl)(phenyl)methyl]-3,4,12,12a-tetrahydro-1H-[1,4]oxazino[3,4-c]pyrido[2,1-f][1,2,4]triazin-6,8-dion